BrC=1C(=CC2=CN(N=C2C1)C(C(=O)O)C1=C(C=CC(=C1)F)OCOC)F (6-bromo-5-fluoro-2H-indazol-2-yl)-2-(5-fluoro-2-(methoxymethoxy)phenyl)acetic acid